C(#N)C1=C(C(C(=CN1C1CCC1)C(=O)NC1=CC(=C(C=C1)OC1=CC=NC2=CC(=C(C=C12)OC)OC)F)=O)C1=CC=C(C=C1)F 6-cyano-N-(4-((6,7-dimethoxyquinolin-4-yl)oxy)-3-fluorophenyl)-5-(4-fluorophenyl)-1-cyclobutyl-4-oxo-1,4-dihydropyridine-3-carboxamide